ClC=1C=C(CN2CCN(CC2)C2=NC=NC3=CC(=C(C=C23)OCCCN2C(COCC2)=O)OC)C=CC1 4-(3-((4-(4-(3-chlorobenzyl)piperazine-1-yl)-7-methoxyquinazol-6-yl)oxy)propyl)morpholinone